C(C)(C)(C)OC(=O)N1[C@@H]2[C@@H](N(C[C@H]1CC2)C=2C1=C(N=C(N2)SCC)C(=C(N=C1Br)Cl)F)CC=C (1S,2S,5R)-2-allyl-3-(5-bromo-7-chloro-2-(ethylsulfanyl)-8-fluoropyrido[4,3-d]pyrimidin-4-yl)-3,8-diazabicyclo[3.2.1]octane-8-carboxylic acid tert-butyl ester